7-bromo-4-(((R)-1-((trans)-4-(6-fluoroquinolin-4-yl)cyclohexyl)propan-2-yl)amino)-2H-chromen-2-one BrC1=CC=C2C(=CC(OC2=C1)=O)N[C@@H](C[C@@H]1CC[C@H](CC1)C1=CC=NC2=CC=C(C=C12)F)C